C(C1=CN=CC=C1)(=O)N1CCN(CC1)CCNC=C1C(CC(CC1=O)C1=CC=CC=C1)=O 2-(((2-(4-nicotinoylpiperazin-1-yl)ethyl)amino)methylene)-5-phenylcyclohexane-1,3-dione